(1-(((4-(azepan-1-yl)-7-(8-ethynyl-7-fluoro-3-(methoxymethoxy)naphthalen-1-yl)-8-fluoropyrido[4,3-d]pyrimidin-2-yl)oxy)methyl)cyclopropyl)methanol N1(CCCCCC1)C=1C2=C(N=C(N1)OCC1(CC1)CO)C(=C(N=C2)C2=CC(=CC1=CC=C(C(=C21)C#C)F)OCOC)F